C(C)(=O)N1CCC(CC1)N1N=CC(=C1)NC1=NC=C(C(=N1)C1=CC(=C(OCC2(CC2)C#N)C=C1)F)C ((4-(2-((1-(1-acetylpiperidin-4-yl)-1H-pyrazol-4-yl)amino)-5-methylpyrimidin-4-yl)-2-fluorophenoxy)methyl)cyclopropanecarbonitrile